N,N'-di-Boc-2-furoyl-guanidine C(=O)(OC(C)(C)C)N(C(=N)NC(=O)OC(C)(C)C)C(=O)C=1OC=CC1